OCCNC1=NC=CC2=CC=CC=C12 1-((2-hydroxyethyl)amino)isoquinolin